FC(C(=O)O)(F)F.NCCCCCN1C(C=CC1=O)=O 1-(5-Aminopentyl)-1H-pyrrole-2,5-dione 2,2,2-trifluoroacetate Salt